N-{[5-chloro-6-(5-methoxy-2-pyrazinyl)-2-indolyl]methyl}(R)-3,3-difluorolactamide ClC=1C=C2C=C(NC2=CC1C1=NC=C(N=C1)OC)CNC([C@@H](O)C(F)F)=O